γ-glycidoxypropylethyl-diethoxysilane C(C1CO1)OCCC[Si](OCC)(OCC)CC